C(C)N1N=C2N=C(C=NC2=C1)N[C@@H](C)C=1C=C(C=CC1)NC(CC1=NC=C(C(=C1)C)F)=O (S)-N-(3-(1-((2-ethyl-2H-pyrazolo[3,4-b]pyrazin-6-yl)amino)ethyl)phenyl)-2-(5-fluoro-4-methylpyridin-2-yl)acetamide